5-(3'-Methyl-2'-oxo-2',3'-dihydrospiro[cyclobutane-1,1'-pyrrolo[2,3-c]quinolin]-8'-yl)-2-(4-methylpiperidin-1-yl)pyridin CN1C(C2(C3=C1C=NC=1C=CC(=CC31)C=3C=CC(=NC3)N3CCC(CC3)C)CCC2)=O